C(CCC)C=1NC=2N(C(C1)=O)N=C(N2)NCC=2N(N=C(C2)C2=CC=CC=C2)C 5-butyl-2-[(2-methyl-5-phenyl-pyrazol-3-yl)methylamino]-4H-[1,2,4]triazolo[1,5-a]pyrimidin-7-one